2-((1-acetyl-3-oxoindolin-2-ylidene)methyl)-[4,8'-biquinoline] C(C)(=O)N1C(C(C2=CC=CC=C12)=O)=CC1=NC2=CC=CC=C2C(=C1)C=1C=CC=C2C=CC=NC12